tri-tert-butyl (5S,12S,16S)-1-(9H-fluoren-9-yl)-5-[(naphthalen-1-yl)methyl]-3,6,14-trioxo-2-oxa-4,7,13,15-tetraazaoctadecane-12,16,18-tricarboxylate C1=CC=CC=2C3=CC=CC=C3C(C12)COC(N[C@H](C(NCCCC[C@H](NC(N[C@@H](CCC(=O)OC(C)(C)C)C(=O)OC(C)(C)C)=O)C(=O)OC(C)(C)C)=O)CC1=CC=CC2=CC=CC=C12)=O